N-(1-(2-bromopyridin-3-yl)pent-4-en-1-yl)-4-methoxyaniline BrC1=NC=CC=C1C(CCC=C)NC1=CC=C(C=C1)OC